6-((2-hydroxyethyl)(5-(((((Z)-non-3-en-1-yl)oxy)carbonyl)oxy)pentyl)amino)hexyl 4,4-bis(((Z)-oct-5-en-1-yl)oxy)butanoate C(CCC\C=C/CC)OC(CCC(=O)OCCCCCCN(CCCCCOC(=O)OCC\C=C/CCCCC)CCO)OCCCC\C=C/CC